(R)-5-(1-(4-(3-((cyclobutylmethyl)amino)piperidin-1-yl)benzyl)-1H-1,2,3-triazol-4-yl)-N,N-dimethylpyridin-3-amine C1(CCC1)CN[C@H]1CN(CCC1)C1=CC=C(CN2N=NC(=C2)C=2C=C(C=NC2)N(C)C)C=C1